((3aR,6aS)-5-(4,6-dimethylpyrimidin-2-yl)hexahydropyrrolo[3,4-c]pyrrol-2(1H)-yl)(2-phenylpyrazolo[1,5-a]pyrazin-3-yl)methanone CC1=NC(=NC(=C1)C)N1C[C@@H]2[C@H](C1)CN(C2)C(=O)C=2C(=NN1C2C=NC=C1)C1=CC=CC=C1